2-((8-((2-Chloro-3'-(5-(dimethylglycyl)-5,6-dihydro-4H-pyrrolo[3,4-d]thiazol-2-yl)-2'-methyl-[1,1'-biphenyl]-3-yl)amino)-1,7-naphthyridin-3-yl)methyl)-2-azabicyclo[2.2.1]heptan ClC1=C(C=CC=C1NC=1N=CC=C2C=C(C=NC12)CN1C2CCC(C1)C2)C2=C(C(=CC=C2)C=2SC1=C(N2)CN(C1)C(CN(C)C)=O)C